5-[4-(2,5-dihydrofuran-3-yl)-3-(trifluoromethyl)phenyl]-3,6-dihydro-2H-1,3,4-oxadiazin O1CC(=CC1)C1=C(C=C(C=C1)C1=NNCOC1)C(F)(F)F